COCC1=CN=C(S1)CN (5-(methoxymethyl)thiazol-2-yl)methylamine